BrC1=C(COC2=C(C=C(C=C2)C)C)C=CC=C1 1-((2-bromobenzyl)oxy)-2,4-dimethylbenzene